4-nitro-butan-1-one [N+](=O)([O-])CCCC=O